FC=1C=NN(C1)C=1N=CC(=NC1)CN1C2CN(CC1C2)C2=CC=C(C=N2)C2=NC(=CC(=N2)NC2=NNC(=C2)C)C 2-(6-(6-((5-(4-fluoro-1H-pyrazol-1-yl)pyrazin-2-yl)methyl)-3,6-diazabicyclo[3.1.1]hept-3-yl)pyridin-3-yl)-6-methyl-N-(5-methyl-1H-pyrazol-3-yl)pyrimidin-4-amine